7-(8-Chloro-7-fluoro-3-((2-methyl-1-oxoisoindolin-5-yl)amino)isoquinolin-6-yl)-8-methyl-2,3-dihydro-1H-pyrido[2,3-b][1,4]oxazine-1-carboxylate ClC=1C(=C(C=C2C=C(N=CC12)NC=1C=C2CN(C(C2=CC1)=O)C)C1=C(C2=C(OCCN2C(=O)[O-])N=C1)C)F